OC(C(=O)O)C(C1=CC=CC=C1)(C1=CC=CC=C1)OC 2-hydroxy-3-methoxyl-3,3-diphenyl-propionic acid